COC(C)(OC)C1C(C1)C 1-(1,1-dimethoxyethyl)-2-methylcyclopropane